tert-butyl 4-(6-(2,7-dimethyl-2H-indazol-5-yl)-4-oxothieno[3,2-d]pyrimidin-3(4H)-yl)piperidine-1-carboxylate CN1N=C2C(=CC(=CC2=C1)C1=CC=2N=CN(C(C2S1)=O)C1CCN(CC1)C(=O)OC(C)(C)C)C